2-[3,5-dimethyl-4-[2-(trifluoromethyl)-4-pyridyl]pyrazol-1-yl]-N-[5-(4-pyridyl)-2-pyridyl]acetamide CC1=NN(C(=C1C1=CC(=NC=C1)C(F)(F)F)C)CC(=O)NC1=NC=C(C=C1)C1=CC=NC=C1